FC(C1=CC=C(C=N1)OC1CC2(CNC2)C1)(F)F 6-((6-(trifluoromethyl)pyridin-3-yl)oxy)-2-azaspiro[3.3]heptane